2-hydroxy-5-(8,9,10,11-tetrahydro-3H-pyrrolo[3,2-a]phenanthridin-7-yl)benzoic acid methyl ester COC(C1=C(C=CC(=C1)C1=NC2=CC=C3C(=C2C=2CCCCC12)C=CN3)O)=O